N-(6-(3-fluoropyridin-4-yl)-5-(pyridin-3-yl)-1,2,4-triazin-3-yl)-3-methyl-1,2,4-thiadiazol-5-amine FC=1C=NC=CC1C1=C(N=C(N=N1)NC1=NC(=NS1)C)C=1C=NC=CC1